COC(CCOCCOCCOCCOCCNC(C(F)(F)F)=O)=O 3-[2-(2-{2-[2-(2,2,2-trifluoro-acetamido)-ethoxy]-ethoxy}-ethoxy)-ethoxy]-propionic acid methyl ester